3,4,5-tris(trifluoromethyl)-1,2-phenylenediamine FC(C=1C(=C(C=C(C1C(F)(F)F)C(F)(F)F)N)N)(F)F